C1(CCCCC1)CCC1=NC(=C(C(=O)N)C(=C1C=1OC(=NN1)C)C=1SC(=CC1)C(NCC1=CC(=C(C=C1)F)F)=O)CC(C)C 6-(2-cyclohexylethyl)-4-(5-((3,4-difluorobenzyl)carbamoyl)thiophen-2-yl)-2-isobutyl-5-(5-methyl-1,3,4-oxadiazol-2-yl)nicotinamide